(1R,5S,6R)-3-(5-{3',5-Difluoro-2',7-dimethyl-1H,2'H-[3,4'-biindazol]-1-yl}pyridin-2-yl)-3-azabicyclo[3.1.0]hexane FC=1N(N=C2C=CC=C(C12)C1=NN(C2=C(C=C(C=C12)F)C)C=1C=CC(=NC1)N1C[C@@H]2C[C@@H]2C1)C